(5-(4-iodobicyclo[2.2.2]oct-1-yl)-1,2,4-oxadiazol-3-yl)-2-methoxybenzoic acid methyl ester COC(C1=C(C(=CC=C1)C1=NOC(=N1)C12CCC(CC1)(CC2)I)OC)=O